benzyl (3S)-3-(hydroxymethyl)-3,4-dihydroisoquinoline-2(1H)-carboxylate OC[C@H]1N(CC2=CC=CC=C2C1)C(=O)OCC1=CC=CC=C1